C1(CC1)COC1=C(C=CC(=N1)C1=CC(=C(OCCCC(=O)O)C(=C1)F)F)OC 4-[4-[6-(cyclopropylmethoxy)-5-methoxy-2-pyridyl]-2,6-difluoro-phenoxy]butanoic acid